(cyclopropyl)methanone formate C(=O)O.C1(CC1)C=O